2-(5-benzyloxy-2H-benzotriazole-2-yl)-6-tert-butyl-4-methylphenol C(C1=CC=CC=C1)OC1=CC=2C(=NN(N2)C2=C(C(=CC(=C2)C)C(C)(C)C)O)C=C1